2-(2H-benzotriazol-2-yl)-4,6-bis(1-methylethyl)phenol N=1N(N=C2C1C=CC=C2)C2=C(C(=CC(=C2)C(C)C)C(C)C)O